NC=1C=C(C=C(C1N)OC)CN1CCN(CC1)C(=O)OC(C)(C)C tert-Butyl 4-[(3,4-diamino-5-methoxyphenyl)methyl]piperazine-1-carboxylate